BrC=1C=C(C2=C(OCC(N2C)=O)C1)Cl 7-bromo-5-chloro-4-methyl-2H-benzo[b][1,4]oxazin-3(4H)-one